tert-butyl 3-(1-(5-(3-((5-cyano-4-(4-fluorophenyl)thiazol-2-yl)(methyl)amino)-2-ethylimidazo[1,2-a]pyridin-6-yl) pyrimidin-2-yl)piperidine-4-carboxamido)azetidine-1-carboxylate C(#N)C1=C(N=C(S1)N(C1=C(N=C2N1C=C(C=C2)C=2C=NC(=NC2)N2CCC(CC2)C(=O)NC2CN(C2)C(=O)OC(C)(C)C)CC)C)C2=CC=C(C=C2)F